N-(oxetan-3-ylmethyl)-2-azaspiro[3.3]heptan-6-amine O1CC(C1)CNC1CC2(CNC2)C1